C(C)OC(=O)C1=CN(C2=NC(=C(C=C2C1=O)Cl)Cl)C1=C(C=C(C=C1F)F)F 6,7-dichloro-4-oxo-1-(2,4,6-trifluorophenyl)-1,4-dihydro-1,8-naphthyridine-3-carboxylic acid ethyl ester